[Cl-].NC(CC)C1=NC=CN1C 1-aminopropyl-3-methylimidazole chloride salt